tert-butyl (S)-6-allyl-4-benzoyl-6-benzyl-5-oxo-1,4-diazepane-1-carboxylate C(C=C)[C@]1(C(N(CCN(C1)C(=O)OC(C)(C)C)C(C1=CC=CC=C1)=O)=O)CC1=CC=CC=C1